FC1=C(C=CC(=C1F)C1=NC2=CC=C3C(=C2C=2CCCCC12)C=CN3)O 2,3-difluoro-4-(8,9,10,11-tetrahydro-3H-pyrrolo[3,2-a]phenanthridin-7-yl)phenol